C(C)C1=C(C=CC=C1)C1=CC(=C(C=C1)C1CN(CC1)C(C1=NC=C(C=C1)F)=O)C=O 2'-ethyl-4-(1-(5-fluoropicolinoyl)pyrrolidin-3-yl)biphenyl-3-carbaldehyde